2-(2-Fluoropropan-2-yl)-3-(4,4,5,5-tetramethyl-1,3,2-dioxaborolan-2-yl)-pyridine FC(C)(C)C1=NC=CC=C1B1OC(C(O1)(C)C)(C)C